ethyl 6-fluoro-1-(6-hydroxypyrazin-2-yl)-4-oxo-7-[(2R)-2-[(pyridin-2-yloxy) methyl] pyrrolidin-1-yl]-1,4-dihydroquinoline-3-carboxylate FC=1C=C2C(C(=CN(C2=CC1N1[C@H](CCC1)COC1=NC=CC=C1)C1=NC(=CN=C1)O)C(=O)OCC)=O